5-bromo-2-[(4-fluorophenyl)methylamino]-4-methyl-phenol BrC=1C(=CC(=C(C1)O)NCC1=CC=C(C=C1)F)C